BrC=1C2(C3=CC=CC=C3C1)CCC(CC2)(C(=O)O)NC2=CC(=CC=C2)C(F)F (1s,4s)-2'-bromo-4-[3-(difluoromethyl)anilino]spiro[cyclohexane-1,1'-indene]-4-carboxylic acid